ClC1=NSC(=N1)C(=O)N 3-chloro-1,2,4-thiadiazole-5-carboxamide